C(OC)(OC1=CC(=C(C=C1OC)CCC)C(C=1C=C(C(=CC1CCC)OC)OC(OC)=O)C1=CC=CC=C1)=O Dimethyl (phenylmethylene)bis(6-methoxy-4-propyl-3,1-phenylene) biscarbonate